ClC=1C(=C(C=CC1)NC1=C(C#N)C=CC(=N1)C1CC1)C 2-((3-chloro-2-methylphenyl)amino)-6-cyclopropylnicotinonitrile